BrC=1C=NC=C(C1)C1OCCOC1 3-bromo-5-(1,4-dioxane-2-yl)pyridine